vinyldodecyldimethoxysilane C(=C)CCCCCCCCCCCC[SiH](OC)OC